C(=C/C(=O)[O-])\\C=C(\\C(=O)[O-])/N The molecule is dicarboxylate anion of 2-aminomuconic acid; major species at pH 7.3. It has a role as a human metabolite. It is a conjugate base of a 2-aminomuconic acid and a 2-ammoniomuconate(1-).